imidazo(4,5-f)(1,10)phenanthroline N1C=NC2=C3C=CC=NC3=C3N=CC=CC3=C21